(P)-6-amino-3-cyclopropyl-7-(3-hydroxy-2,6-dimethylphenyl)-3H-imidazo[4,5-b]pyridine-5-carboxamide NC=1C(=C2C(=NC1C(=O)N)N(C=N2)C2CC2)C2=C(C(=CC=C2C)O)C